4-[3-[[4-[[6,7-dichloro-2-benzothiazolyl]azo]phenyl]ethylamino]-propionyloxy]quinoline-2-carboxylic acid ethyl ester C(C)OC(=O)C1=NC2=CC=CC=C2C(=C1)OC(CCNCCC1=CC=C(C=C1)N=NC=1SC2=C(N1)C=CC(=C2Cl)Cl)=O